(2-bromo-6-iodophenyl)-N-(2,4-dimethoxybenzyl)methanesulfonamide BrC1=C(C(=CC=C1)I)CS(=O)(=O)NCC1=C(C=C(C=C1)OC)OC